The molecule is a trisaccharide consisting of D-glucuronic acid, alpha-D-xylosyl and D-glucuronic acid residues joined in sequence by (1->3)-linkages. A repeating unit in glycoprotein DAG1 It is a carbohydrate acid and a trisaccharide. C1[C@H]([C@@H]([C@H]([C@H](O1)O[C@H]2[C@@H]([C@H](O[C@H]([C@@H]2O)O)C(=O)O)O)O)O[C@H]3[C@@H]([C@H]([C@@H]([C@H](O3)C(=O)O)O)O)O)O